N[C@@H]1C[C@H](N(C1)C(=O)C1=CC2=C(S1)C=C(C=C2)C)C=2SC=C(N2)C(=O)N[C@H](C(=O)NC)CCCCNC(=N)N 2-((2S,4R)-4-Amino-1-(6-methylbenzo[b]thiophen-2-carbonyl)pyrrolidin-2-yl)-N-((S)-6-guanidino-1-(methylamino)-1-oxohexan-2-yl)thiazol-4-carboxamid